tert-butyl N-(2-cyano-2-methylideneethyl)-N-[7-(4,4,5,5-tetramethyl-1,3-dioxolan-2-yl)-2-(2,2,2-trifluoroethoxy)naphthalen-1-yl]carbamate C(#N)C(CN(C(OC(C)(C)C)=O)C1=C(C=CC2=CC=C(C=C12)C1OC(C(O1)(C)C)(C)C)OCC(F)(F)F)=C